N2-(7-methoxy-2-methyl-2H-indazol-4-yl)-N4-methyl-5-(trifluoromethyl)pyrimidine-2,4-diamine COC1=CC=C(C2=CN(N=C12)C)NC1=NC=C(C(=N1)NC)C(F)(F)F